BrC1=CC(N(C=C1)C(CN(C)C)C1=CC(=C(C=C1)F)Br)=O 4-bromo-1-(1-(3-bromo-4-fluorophenyl)-2-(dimethylamino)ethyl)pyridin-2(1H)-one